C(C)(C)(C)OC(=O)N1C(=C(C(=C1)C=O)OC)C1=C(C=CC=C1)F 2-(2-Fluorophenyl)-4-formyl-3-methoxy-1H-pyrrole-1-carboxylic acid tert-butyl ester